FC=1C=NN(C1)C1=CC=C(C=N1)[C@H](C)NC(=O)C1(CCC(CC1)C1=NC(=CC(=N1)C)NC1=NNC(=C1)C)OC {cis}-N-((S)-1-(6-(4-fluoro-1H-pyrazol-1-yl)pyridin-3-yl)ethyl)-1-methoxy-4-(4-methyl-6-{5-methyl-1H-pyrazol-3-ylamino}pyrimidin-2-yl)cyclohexanecarboxamide